3-(3,5-dichloro-4-(2-fluoro-4-hydroxy-3-isopropylbenzyl)phenyl)propanoic acid ClC=1C=C(C=C(C1CC1=C(C(=C(C=C1)O)C(C)C)F)Cl)CCC(=O)O